(R)-(1-(4-((2,5-dichlorobenzoylamino)methyl)benzoylamino)-3-methylbutyl)boronic acid ClC1=C(C(=O)NCC2=CC=C(C(=O)N[C@@H](CC(C)C)B(O)O)C=C2)C=C(C=C1)Cl